ClC=1C(=C(CN2[C@@H](C[C@@](CC2)(C(=O)O)CC2=NC(=C(C(=C2)C2=NC=CC=C2)F)NC2=NNC(=C2)C)C)C=CC1)F (2R,4R)-1-(3-chloro-2-fluorobenzyl)-4-((5'-fluoro-6'-((5-methyl-1H-pyrazol-3-yl)amino)-[2,4'-bi-pyridin]-2'-yl)methyl)-2-methyl-piperidine-4-carboxylic acid